C(#N)C=1C=C(C=CC1)C=1C=NC(=NC1)N1C[C@@H]2CNCC[C@@H]2C1 (3aS,7aS)-2-(5-(3-Cyanophenyl)pyrimidin-2-yl)octahydro-5H-pyrrolo[3,4-c]pyridine